amino-3-(4-bromophenyl)-cyclopentyl-pyrazole-4-carbonitrile NC1=C(C(=NN1)C1CC(CC1)C1=CC=C(C=C1)Br)C#N